2,4-dicarboxy-4-methylpent-1-ene C(=O)(O)C(=C)CC(C)(C)C(=O)O